(5-(benzo[d]thiazol-6-ylsulfonyl)-3,4,5,6-tetrahydropyrrolo[3,4-c]pyrrol-2(1H)-yl)(morpholino)methanone S1C=NC2=C1C=C(C=C2)S(=O)(=O)N2CC1=C(C2)CN(C1)C(=O)N1CCOCC1